N-(5-Chloro-1-(2,6-dimethoxyphenyl)-2-(6-ethoxypyridin-2-yl)-1H-imidazo[4,5-b]pyrazin-6-yl)-1-((1r,3r)-3-hydroxy-3-methylcyclobutyl)methane-sulfonamide ClC=1N=C2C(=NC1NS(=O)(=O)CC1CC(C1)(C)O)N(C(=N2)C2=NC(=CC=C2)OCC)C2=C(C=CC=C2OC)OC